N-(2,4-dimethoxybenzyl)-1-methyl-1H-pyrazolo[4,3-c]pyridine-6-carboxamide COC1=C(CNC(=O)C2=CC3=C(C=N2)C=NN3C)C=CC(=C1)OC